2-(5-methane-sulfonyl-2-{[3-(4-{[(1R,4R)-4-{7-oxa-2-azaspiro[3.5]nonan-2-yl}cyclohexyl]amino}-1-(2,2,2-trifluoroethyl)-1H-indol-2-yl)prop-2-yn-1-yl]amino}phenoxy)acetonitrile CS(=O)(=O)C=1C=CC(=C(OCC#N)C1)NCC#CC=1N(C2=CC=CC(=C2C1)NC1CCC(CC1)N1CC2(C1)CCOCC2)CC(F)(F)F